C12(CC=C1)C(=O)OC2=O cyclobut-3-enediformic anhydride